ClC1=C(C(=O)NC2=C(C(=CC(=C2)F)C=2NC=3C(=NC(=CC3)Cl)N2)C)C=CC(=C1)Cl 2,4-dichloro-N-(3-(5-chloro-1H-imidazo[4,5-b]pyridin-2-yl)-5-fluoro-2-methylphenyl)benzamide